tert-butyl N-[2-amino-4-(2,4-difluorophenyl)phenyl]carbamate NC1=C(C=CC(=C1)C1=C(C=C(C=C1)F)F)NC(OC(C)(C)C)=O